OC1=C(C(=O)C2=CC=C(C=C2)OC(C)(C)C)C=CC(=C1)OCCC 2-hydroxy-4-n-propoxy-4'-tert-butoxybenzophenone